4-(3,8-diazabicyclo[3.2.1]octan-3-yl)-N-(7-methoxy-[1,2,4]triazolo[1,5-a]pyridin-6-yl)-2,3-dihydro-1H-pyrrolo[2,3-b]pyridine-1-carboxamide formate C(=O)O.C12CN(CC(CC1)N2)C2=C1C(=NC=C2)N(CC1)C(=O)NC=1C(=CC=2N(C1)N=CN2)OC